FC1=CC=2N(C=C1)C(=CN2)C2=C1CNC(C1=C(C=C2)NC2=NC=C(C=C2)[C@H](C)N2CCOCC2)=O (S)-4-(7-fluoroimidazo[1,2-a]pyridin-3-yl)-7-((5-(1-morpholinoethyl)pyridin-2-yl)amino)isoindolin-1-one